Cl.ClC1=CC(=CC2=C1OCO2)CN (7-chlorobenzo[d][1,3]dioxol-5-yl)methanamine hydrochloride